(R)-1-(3-((3-(trifluoromethyl)phenyl)ethynyl)pyrrolidin-1-yl)prop-2-en-1-one FC(C=1C=C(C=CC1)C#C[C@@H]1CN(CC1)C(C=C)=O)(F)F